C1(=CC=C(C=C1)C1=NC2=C3N=C(C=C(C3=CC=C2C(=C1)C1=CC=CC=C1)C1=CC=CC=C1)C1=CC=C(C=C1)C1=CC=CC=C1)C1=CC=CC=C1 2,9-bis([1,1'-biphenyl]-4-yl)-4,7-diphenyl-1,10-phenanthroline